COC(=O)C=1C=CC=2N(N1)C=C(N2)COC 2-(methoxymethyl)imidazo[1,2-b]Pyridazine-6-carboxylic acid methyl ester